ClC1=C(C=CC=C1C1=C(C(=NC=C1)C1=CC(=C(C=C1)CNCCCF)OC)Cl)C1=CC=C(C(=N1)OC)CNC1CCN(CC1)C(C)=O 1-(4-(((6-(2-chloro-3-(3-chloro-2-(4-(((3-fluoropropyl)amino)methyl)-3-methoxyphenyl)pyridin-4-yl)phenyl)-2-methoxypyridin-3-yl)methyl)amino)piperidin-1-yl)ethan-1-one